N-(5,6-dimethylpyridazin-3-yl)-5-[2-methyl-4-[(3S)-1-methylpyrrolidin-3-yl]oxy-pyrazol-3-yl]pyrazolo[1,5-a]pyridin-2-amine CC=1C=C(N=NC1C)NC1=NN2C(C=C(C=C2)C=2N(N=CC2O[C@@H]2CN(CC2)C)C)=C1